(S)-7-((3-amino-2-oxopyrazin-1(2H)-yl)methyl)-6-chloro-4-(cyclopropylethynyl)-4-(trifluoromethyl)-3,4-dihydroquinazolin-2(1H)-one NC=1C(N(C=CN1)CC1=C(C=C2[C@](NC(NC2=C1)=O)(C(F)(F)F)C#CC1CC1)Cl)=O